methyl-5-phenyl-1H-pyrazole CN1N=CC=C1C1=CC=CC=C1